5-Amino-1-(2,2-difluoroethyl)-3-fluoropyridin-2(1H)-one NC=1C=C(C(N(C1)CC(F)F)=O)F